ClC1=CC=C(C=C1)C1=N[C@H](C=2N(C3=C1C(=C(S3)C)C)C(=NN2)C)CC(=O)NCCCN2CCN(CC2)C(CCCCCNC(OC(C)(C)C)=O)=O (S)-tert-butyl (6-(4-(3-(2-(4-(4-chlorophenyl)-2,3,9-trimethyl-6H-thieno[3,2-f][1,2,4]triazolo[4,3-a][1,4]diazepin-6-yl)acetamido)propyl)piperazin-1-yl)-6-oxohexyl)carbamate